C(C)(C)(C)OC(=O)N1C(CCCC1)OC([C@H](C)NP(=O)(OC1=CC=CC=C1)OC1=CC=C(C=C1)[N+](=O)[O-])=O (((2S)-2-(((4-nitrophenoxy)(phenoxy)phosphoryl)amino)propionyl)oxy)piperidine-1-carboxylic acid tert-butyl ester